palladium(II) tetrafluoroborat F[B-](F)(F)F.[Pd+2].F[B-](F)(F)F